C(=O)(O)CN(CC(NCCCCCNC(OCC1=CC=CC=C1)=O)=O)CC(=O)O 13-(carboxymethyl)-3,11-dioxo-1-phenyl-2-oxa-4,10,13-triazapentadecan-15-oic acid